tert-butyl-6-amino-7-fluoro-3,4-dihydroisoquinoline methyl-2-((1R,5S,6r)-3-(2-chloro-6-(trifluoromethyl)pyrimidin-4-yl)-6-fluoro-3-azabicyclo[3.1.0]hexan-6-yl)acetate COC(CC1([C@@H]2CN(C[C@H]12)C1=NC(=NC(=C1)C(F)(F)F)Cl)F)=O.C(C)(C)(C)C1=NCCC2=CC(=C(C=C12)F)N